Cl.Cl.N[C@@H]1C[C@H](CC1)NC1=C2C(=NC=3N1N=CC3)C3(CCCC3)C(C2)CO (8-(((1S,3S)-3-aminocyclopentyl)amino)-6,7-dihydrospiro[cyclopenta[d]pyrazolo[1,5-a]pyrimidine-5,1'-cyclopentane]-6-yl)methanol dihydrochloride